C(C)(C)(C)OC(=O)N1C(CC1)CC1=C(C2=C(N=NC(=C2)C2=C(C=CC=C2)OCOC)N1COCC[Si](C)(C)C)C(C)C.C(#N)C1=CC=C(C=C1)C1=CC=C(C=C1)C#N 4,4'-dicyanobiphenyl tert-butyl-2-((5-isopropyl-3-(2-(methoxymethoxy)phenyl)-7-((2-(trimethylsilyl)ethoxy)methyl)-7H-pyrrolo[2,3-c]pyridazin-6-yl)methyl)azetidine-1-carboxylate